(S)-4-(3,5-dimethylpyridin-2-yl)-3-methylpiperazine-1-carboxylic acid tert-butyl ester C(C)(C)(C)OC(=O)N1C[C@@H](N(CC1)C1=NC=C(C=C1C)C)C